propionic acid (anhydride) C(CC)(=O)OC(CC)=O